N-(2-(2-oxo-imidazolin-1-yl)ethyl)acrylamide O=C1N(CCN1)CCNC(C=C)=O